(imidazole-1-carbonyl-amino)-propyl-amide N1(C=NC=C1)C(=O)N[N-]CCC